N-((1r,4r)-4-((5-(1-(2,2-difluoroethyl)-2-methyl-1H-imidazo[4,5-b]pyrazin-6-yl)-7H-pyrrolo[2,3-d]pyrimidin-2-yl)amino)-1-methylcyclohexyl)acetamide FC(CN1C(=NC=2C1=NC(=CN2)C2=CNC=1N=C(N=CC12)NC1CCC(CC1)(C)NC(C)=O)C)F